C(CCCCC)C(C(=O)OCCCCCCN(CCCCCCOC(C(CCCCCCCC)CCCCCC)=O)CCCCN1C=NC=C1)CCCCCCCC ((4-(1H-imidazol-1-yl)butyl)azanediyl)bis(hexane-6,1-diyl) bis(2-hexyldecanoate)